C(C1=CC=CC=C1)C(C(=O)C1=CC=C(C=C1)N1CCOCC1)(CC)N(C)C 2-benzyl-2-dimethylamino-(4-morpholinylphenyl)butan-1-one